CNCCCCCCNC N1,N6-dimethyl-1,6-hexanediamine